CN(CCNCC1=C(CN(C(C(C)(C)C)=O)CC(NC=2C=C3CC4(C(NC5=NC=CC=C54)=O)CC3=CC2)=O)C=CC=C1)C N-(2-(((2-(Dimethylamino)ethyl)amino)methyl)benzyl)-N-(2-oxo-2-((2'-oxo-1,1',2',3-tetrahydrospiro[indene-2,3'-pyrrolo[2,3-b]pyridine]-5-yl)amino)ethyl)pivalamide